1-(2-methoxyethyl)-2-({4-[2-methyl-2-(pyridin-3-yl)-1,3-benzodioxol-4-yl]piperidin-1-yl}methyl)-1H-benzimidazole-6-carboxylic acid, formate Salt C(=O)O.COCCN1C(=NC2=C1C=C(C=C2)C(=O)O)CN2CCC(CC2)C2=CC=CC=1OC(OC12)(C=1C=NC=CC1)C